4-(pyrazin-2-yl)phenol N1=C(C=NC=C1)C1=CC=C(C=C1)O